CN1C=C(C2=CC=CC=C12)C1=NC(=NC=C1)NC1=CC=C(C=C1)OCCCCN1C(=NC=C1)[N+](=O)[O-] 4-(1-methyl-1H-indol-3-yl)-N-(4-(4-(2-nitro-1H-imidazol-1-yl)butoxy)phenyl)pyrimidin-2-amine